(5-fluoro-2-methoxy-4-(trifluoromethyl)phenyl)boronic acid FC=1C(=CC(=C(C1)B(O)O)OC)C(F)(F)F